D-mannosyl-D-mannose C1([C@@H](O)[C@@H](O)[C@H](O)[C@H](O1)CO)C(=O)[C@@H](O)[C@@H](O)[C@H](O)[C@H](O)CO